C(C)OC1=C(C=CC(=C1)C1=NN=CN1C)NC=1N=CC2=C(N1)C(=NC(=C2)C)N2CC1(C2)CCC1 N-(2-ethoxy-4-(4-methyl-4H-1,2,4-triazol-3-yl)phenyl)-6-methyl-8-(2-azaspiro[3.3]heptan-2-yl)pyrido[3,4-d]pyrimidin-2-amine